Cl.O1COC2=C1C=CC(=C2)CONC(=N)N 1-(benzo[d][1,3]dioxol-5-ylmethoxy)guanidine hydrochloride